2-({[4-(trifluoromethyl)phenyl]methyl}oxy)-1,4-dioxane FC(C1=CC=C(C=C1)COC1OCCOC1)(F)F